2-(2-chloroethoxy)-5-(difluoromethyl)aniline ClCCOC1=C(N)C=C(C=C1)C(F)F